C(C=C(C(=O)O)CC(=O)O)(=O)O Aconitic acid